8-(2,3-dichlorophenyl)-4-[methyl-(oxetan-3-yl)amino]quinoline-3-carboxylic acid ClC1=C(C=CC=C1Cl)C=1C=CC=C2C(=C(C=NC12)C(=O)O)N(C1COC1)C